tertbutyl 6-[2-ethyl-7-({8-fluoro-2-methylimidazo[1,2-a]pyridin-6-yl} carbamoyl)indazol-4-yl]-3-azabicyclo[4.1.0]heptane-3-carboxylate C(C)N1N=C2C(=CC=C(C2=C1)C12CCN(CC2C1)C(=O)OC(C)(C)C)C(NC=1C=C(C=2N(C1)C=C(N2)C)F)=O